3-oxo-9-azaspiro[5.5]undecane hydrochloride Cl.O=C1CCC2(CC1)CCNCC2